COC(=O)C=1SC=CC1CC#N (cyanomethyl)thiophene-2-carboxylic acid methyl ester